BrC=1C=C2CC(NC(C2=CC1)=O)C 6-bromo-3-methyl-3,4-dihydroisoquinolin-1(2H)-one